2-[4-(4-Methoxyphenoxy)-3-nitrophenyl]-7-hydroxy-thiazolo[5,4-d]pyrimidine COC1=CC=C(OC2=C(C=C(C=C2)C=2SC=3N=CN=C(C3N2)O)[N+](=O)[O-])C=C1